4-chloro-5,5-dimethyl-3,4,5,6-tetrahydro-[1,1-biphenyl]-2-carbaldehyde ClC1CC(=C(CC1(C)C)C1=CC=CC=C1)C=O